ClC=1N=C(C=2N(C1)N=CC2C#N)C=2C=CC(=NC2)N2CCC(CC2)(C(=O)NC2CCC2)CC 1-(5-(6-chloro-3-cyanopyrazolo[1,5-a]pyrazin-4-yl)pyridin-2-yl)-N-cyclobutyl-4-ethylpiperidine-4-carboxamide